5-chloro-2-methyl-8-(4-methylphenyl)imidazo[1,2-a]pyrazin-6-amine ClC1=C(N=C(C=2N1C=C(N2)C)C2=CC=C(C=C2)C)N